(2R)-2-(bromomethyl)-1,1-difluorocyclopropane BrC[C@H]1C(C1)(F)F